N-(cyclohexyl)-gamma-aminopropyl-methyldimethoxysilane C1(CCCCC1)NCCC[Si](OC)(OC)C